C(C1=CC=CC=C1)C1=CC(=C(C=C1)N1SCNC1)OCC 4-benzyl-2-phenetyl-[1,2,4]thiadiazolidine